3-isopropyl-5-(2-methylsulfonylpyrimidin-4-yl)pyrazolo[1,5-a]pyrimidine C(C)(C)C=1C=NN2C1N=C(C=C2)C2=NC(=NC=C2)S(=O)(=O)C